8-[(1R)-1-Aminoethyl]-2-(6,7-dihydro-4H-pyrazolo[5,1-c][1,4]oxazin-3-yl)-3,6-dimethyl-chromen-4-one N[C@H](C)C=1C=C(C=C2C(C(=C(OC12)C=1C=NN2C1COCC2)C)=O)C